N=1C2(C=CC=CC1)NCC2 azetidinespiroazepine